2-(6-{5-chloro-2-[(Oxan-4-yl)amino]pyrimidin-4-yl}-1-oxo-2,3-dihydro-1H-isoindol-2-yl)-N-[(1R)-1-(2-methoxyphenyl)ethyl]acetamide ClC=1C(=NC(=NC1)NC1CCOCC1)C1=CC=C2CN(C(C2=C1)=O)CC(=O)N[C@H](C)C1=C(C=CC=C1)OC